C(C=C)(=O)N1CC(N(CC1)C=1C2=C(N(C(N1)=O)C=1C(=NC=CC1C)C(C)C)N=C(C(=C2)C#N)C2=C(C=C(C=C2)F)OC)C 4-(4-acryloyl-2-methylpiperazin-1-yl)-7-(4-fluoro-2-methoxyphenyl)-1-(2-isopropyl-4-methylpyridin-3-yl)-2-oxo-1,2-dihydropyrido[2,3-d]pyrimidine-6-carbonitrile